ClC=1C(=CC(=C(C(=O)OC)C1)C=O)C(F)(F)F methyl 5-chloro-2-formyl-4-(trifluoromethyl)benzoate